C(C)(C)(C)OC(=O)N1CCC(CC1)(CO)C(COCC1=CC=CC=C1)O 4-(2-(benzyloxy)-1-hydroxyethyl)-4-(hydroxymethyl)piperidine-1-carboxylic acid tert-butyl ester